6-((5,8-difluoro-1-hydroxynaphthalen-2-yl)methyl)-3-fluoropicolinonitrile FC1=C2C=CC(=C(C2=C(C=C1)F)O)CC1=CC=C(C(=N1)C#N)F